2-Ethylpyrimidine-4-carboxaldehyde C(C)C1=NC=CC(=N1)C=O